BrC1=CC2=C(C(=N1)Cl)N(C=N2)C(C)C 6-bromo-4-chloro-3-isopropyl-3H-imidazo[4,5-c]pyridine